(R)-4-((2-(((6-chloro-3-methylpyridin-2-yl)(1-methylcyclopentyl)methyl)amino)-3,4-dioxocyclobut-1-en-1-yl)amino)-3-hydroxy-N,N-dimethylpicolinamide ClC1=CC=C(C(=N1)[C@@H](C1(CCCC1)C)NC1=C(C(C1=O)=O)NC1=C(C(=NC=C1)C(=O)N(C)C)O)C